FC(OC1=CC=2CC=3N(C2C=C1)C(C1=C(N3)N=CC=C1)=O)(F)F 9-trifluoromethoxy-pyrido[2',3':4,5]pyrimido[1,2-a]indol-5(11H)-one